N=1C=C(N2C1C=CC=C2)C(C)(C)NC(=O)C2CN(C2)C2=NC(=NC=C2C)N2CCN(CC2)C N-(2-{imidazo[1,2-a]pyridin-3-yl}prop-2-yl)-1-[5-methyl-2-(4-methylpiperazin-1-yl)pyrimidin-4-yl]azetidine-3-carboxamide